C(C)(C)(C)OC(=O)N1CCC2(CC(C2)C2=CN=C(O2)C(C)(C)C)CC1 2-(2-(tert-butyl)oxazol-5-yl)-7-azaspiro[3.5]Nonane-7-carboxylic acid tert-butyl ester